6-(2,4-dimethoxybenzyl)-2,10-dihydroxy-12-(2-piperidinoethyl)-12,13-dihydro-5H-indolo[2,3-a]pyrrolo[3,4-c]carbazole-5,7(6H)-dione COC1=C(CN2C(C=3C4=C(C=5N(C6=CC(=CC=C6C5C3C2=O)O)CCN2CCCCC2)NC=2C=C(C=CC24)O)=O)C=CC(=C1)OC